(1-(5-(2-((methylamino)methyl)phenyl)thiophen-2-yl)ethyl)phthalazin-1-amine CNCC1=C(C=CC=C1)C1=CC=C(S1)C(C)C1=NN=C(C2=CC=CC=C12)N